FC(C1(CC1)C=1C=CC(=NC1)C1=CC(=C2C=NC(=NN21)NC2C(COCC2)O)F)F 4-[(7-{5-[1-(difluoromethyl)cyclopropyl]pyridin-2-yl}-5-fluoropyrrolo[2,1-f][1,2,4]triazin-2-yl)amino]oxan-3-ol